ClCC[Si](Cl)(Cl)Cl (chloroethyl)trichlorosilane